C(C1CO1)OCCC[SiH2]OC 3-glycidoxypropylmethoxysilane